ClC1=C(C=C(CN2CCN(CC2)C(=O)N2N=C(C=C2)NS(=O)(=O)C)C=C1)N1CC2(C1)CCOCC2 N-(1-(4-(4-chloro-3-(7-oxa-2-azaspiro[3.5]non-2-yl)benzyl)piperazine-1-carbonyl)-1H-pyrazol-3-yl)methanesulfonamide